5-(4-Methyl-piperazin-1-ylmethyl)-furan-2-carboxylic acid ((R)-8-bromo-2,3-dihydro-benzo[1,4]dioxin-2-ylmethyl)-amide BrC1=CC=CC2=C1O[C@@H](CO2)CNC(=O)C=2OC(=CC2)CN2CCN(CC2)C